OC1(CCC2(OCCO2)CC1)C1=CC=C(C=N1)N1CCS(CC1)(=O)=O 4-(6-{8-hydroxy-1,4-dioxaspiro[4.5]decan-8-yl}pyridin-3-yl)-1λ6-thiomorpholine-1,1-dione